methyl 3-methyl-1-(methylsulfonyl)-1H-indole-6-carboxylate CC1=CN(C2=CC(=CC=C12)C(=O)OC)S(=O)(=O)C